C(C)OC(=O)C1=CC(=NN1COCC[Si](C)(C)C)Br 3-bromo-1-((2-(trimethylsilyl)ethoxy)methyl)-1H-pyrazole-5-carboxylic acid ethyl ester